ClC=1N=CC2=C(N1)C(=CN2C(C)C)N2CC(C(C2)(C)C)(F)F 2-chloro-7-(3,3-difluoro-4,4-dimethylpyrrolidin-1-yl)-5-isopropyl-5H-pyrrolo[3,2-d]pyrimidine